methyl 2-(4-fluoro-2-isopropyl-6-(2-(((trifluoro-methyl)sulfonyl)oxy)pyridin-4-yl)phenyl)acetate FC1=CC(=C(C(=C1)C1=CC(=NC=C1)OS(=O)(=O)C(F)(F)F)CC(=O)OC)C(C)C